N-(2,2-difluoroethyl)-N-(3-fluoro-5-((1-(trifluoromethyl)cyclopropyl)ethynyl)phenyl)-1-methylpyrido[2,3-e][1,2,4]triazolo[4,3-a]pyrimidin-5-amine FC(CN(C1=NC=2N(C3=C1N=CC=C3)C(=NN2)C)C2=CC(=CC(=C2)C#CC2(CC2)C(F)(F)F)F)F